C(C)(C)(C)OC(NC1=C2C(=C3C=CC=NC3=C1)C(N(C2C2=C(C=CC(=C2)F)Cl)CC2=CC=C(C=C2)OC)=O)=O N-[3-(2-chloro-5-fluorophenyl)-2-[(4-methoxyphenyl)methyl]-1-oxo-3H-pyrrolo[3,4-f]quinolin-4-yl]carbamic acid tert-butyl ester